OC(C1=CC(=CC(=N1)C(=O)NC)C(=O)N[C@@H]1[C@H](C1)C)C1=CC=CC=C1 6-(hydroxy(phenyl)methyl)-N2-methyl-N4-((1S,2S)-2-methylcyclopropyl)pyridine-2,4-dicarboxamide